tert-butyl 4-cyano-2-(1,6-dimethyl-1H-pyrazolo[3,4-b]pyridin-5-yl)butanoate C(#N)CCC(C(=O)OC(C)(C)C)C=1C=C2C(=NC1C)N(N=C2)C